CN1C=C(C2=CC=C(C=C12)Cl)C1=NC(=NC=C1)Cl 1-methyl-3-(2-chloro-4-pyrimidinyl)-6-chloroindole